C(CCCCC)(=O)ONC(CCN1C(C=CC1=O)=O)=O (beta-maleimidopropionamido) hexanoate